6-[8-(1,3-benzothiazol-2-ylcarbamoyl)-3,4-dihydroisoquinolin-2(1H)-yl]-3-[1-(3-hydroxybenzyl)-1H-pyrazol-4-yl]pyridine-2-carboxylic acid S1C(=NC2=C1C=CC=C2)NC(=O)C=2C=CC=C1CCN(CC21)C2=CC=C(C(=N2)C(=O)O)C=2C=NN(C2)CC2=CC(=CC=C2)O